C1=C(C=CC=2C(C3=CC=C(C=C3C(C12)=O)S(=O)(=O)O)=O)S(=O)(=O)O 9,10-anthraquinone-2,7-disulphonic acid